(S,E)-1-Amino-2-(1-(2-cyano-3-cyclopropylacryloyl)pyrrolidin-2-yl)-4-(4-((4-methylpyridin-2-yl)carbamoyl)phenyl)-1H-imidazol-5-carboxamid NN1C(=NC(=C1C(=O)N)C1=CC=C(C=C1)C(NC1=NC=CC(=C1)C)=O)[C@H]1N(CCC1)C(\C(=C\C1CC1)\C#N)=O